N-(4-fluoro-3-methylphenyl)-1,4-dimethyl-5-(2-(((1s,4s)-4-(methylsulfonyl)cyclohexyl)amino)-2-oxoacetyl)-2-(thiazol-2-yl)-1H-pyrrole-3-carboxamide FC1=C(C=C(C=C1)NC(=O)C1=C(N(C(=C1C)C(C(=O)NC1CCC(CC1)S(=O)(=O)C)=O)C)C=1SC=CN1)C